(R,E)-N-(1-(3,4-dimethoxyphenyl)ethyl)-3-(5-(2-(morpholinomethyl)phenyl)-1H-pyrrolo[2,3-b]pyridin-3-yl)acrylamide COC=1C=C(C=CC1OC)[C@@H](C)NC(\C=C\C1=CNC2=NC=C(C=C21)C2=C(C=CC=C2)CN2CCOCC2)=O